Diisopropyl-carbodiimide C(C)(C)N=C=NC(C)C